Tert-butyl N-[(1S)-3-carbamoyl-1-[[(2-fluoro-4-methanesulfonylphenyl)methyl]carbamoyl]propyl]carbamate C(N)(=O)CC[C@@H](C(NCC1=C(C=C(C=C1)S(=O)(=O)C)F)=O)NC(OC(C)(C)C)=O